ClC1=NC(=NC(=N1)C1=CC=2C(C3=CC=CC=C3C2C=C1)(C)C)C1=CC=CC=C1 chloro-4-(9,9-dimethyl-9H-fluoren-2-yl)-6-phenyl-1,3,5-triazine